C(C)(C)(C)OC(=O)N1[C@H]([C@H](CC1)OC=1C=C2CN(C(C2=CC1)=O)C1C(N(C(CC1)=O)CC1=CC=C(C=C1)OC)=O)C (2s,3s)-3-((2-(1-(4-methoxybenzyl)-2,6-dioxopiperidin-3-yl)-1-oxoisoindolin-5-yl)oxy)-2-methylpyrrolidine-1-carboxylic acid tert-butyl ester